N-Boc-2-(1-(p-tolyl)vinyl)piperidine C(=O)(OC(C)(C)C)N1C(CCCC1)C(=C)C1=CC=C(C=C1)C